3-[(3,4-difluoro-2-methoxyphenyl)amino]-2-[3-(2-methoxyethoxy)pyridin-4-yl]-1,5,6,7-tetrahydro-4H-pyrrolo[3,2-c]pyridin-4-one FC=1C(=C(C=CC1F)NC1=C(NC2=C1C(NCC2)=O)C2=C(C=NC=C2)OCCOC)OC